ClC=1N=NC(=CC1)C=1C=NC(=C(C1)C(F)(F)F)Cl 3-chloro-6-(6-chloro-5-(trifluoromethyl)pyridin-3-yl)pyridazine